N-((4-(tert-butyl)benzyl)sulfinyl)-4-(5-(3,5-dichlorophenyl)-5-(trifluoromethyl)-4,5-dihydroisoxazol-3-yl)-2-methylbenzamide C(C)(C)(C)C1=CC=C(CS(=O)NC(C2=C(C=C(C=C2)C2=NOC(C2)(C(F)(F)F)C2=CC(=CC(=C2)Cl)Cl)C)=O)C=C1